O1C(CCCC1)C(=O)[C@H](O)[C@@H](O)[C@H](O)[C@H](O)CO tetrahydropyranyl-(glucose)